methyl 3-chloro-5-[[2,4-difluoro-5-[3-(3-hydroxypropyl) benzothien-2-yl] phenyl] sulfamoyl]-4-methoxybenzoate ClC=1C=C(C(=O)OC)C=C(C1OC)S(NC1=C(C=C(C(=C1)C=1SC2=C(C1CCCO)C=CC=C2)F)F)(=O)=O